1-tert-butyl 2-methyl 4-oxopiperidine-1,2-dicarboxylate O=C1CC(N(CC1)C(=O)OC(C)(C)C)C(=O)OC